The molecule is a member of the class of dihydronaphthalenes that is 1,2-dihydronaphthalene which is substituted at positions 1, 1, 4, and 6 by methyl, methyl, phenyl, and 2-(p-carboxyphenyl)vinyl groups, respectively (the E isomer). It is a potent retinoic acid receptor gamma (RARbeta) agonist that acts as an antagonist against RARalpha and RARgamma. It has a role as a retinoic acid receptor beta agonist, a retinoic acid receptor gamma antagonist, a retinoic acid receptor alpha antagonist and a teratogenic agent. It is a member of dihydronaphthalenes, a member of benzoic acids and a stilbenoid. CC1(CC=C(C2=C1C=CC(=C2)/C=C/C3=CC=C(C=C3)C(=O)O)C4=CC=CC=C4)C